2-(benzyloxy)propionyl chloride C(C1=CC=CC=C1)OC(C(=O)Cl)C